5-vinyl-3,4-dihydroisoquinoline-2(1H)-carboxylic acid tert-butyl ester C(C)(C)(C)OC(=O)N1CC2=CC=CC(=C2CC1)C=C